(4-(2-phenyl-6,7-dihydro-5H-cyclopenta[4,5]thieno[2,3-d]pyrimidin-4-yl)piperazin-1-yl)(4-(pyrrolidin-1-ylsulfonyl)phenyl)methanone C1(=CC=CC=C1)C=1N=C(C2=C(N1)SC1=C2CCC1)N1CCN(CC1)C(=O)C1=CC=C(C=C1)S(=O)(=O)N1CCCC1